1-(4-(7-(benzyloxy)-3-(2,6-difluorophenyl)-2H-chromene-4-yl)-2,6-difluorophenyl)-4-(dimethoxymethyl)piperidine C(C1=CC=CC=C1)OC1=CC=C2C(=C(COC2=C1)C1=C(C=CC=C1F)F)C1=CC(=C(C(=C1)F)N1CCC(CC1)C(OC)OC)F